2-(6-((2,3,5,6-tetrafluoro-4-methoxybenzyl)oxy)pyridin-2-yl)acetonitrile FC1=C(COC2=CC=CC(=N2)CC#N)C(=C(C(=C1F)OC)F)F